6-(4-fluorophenyl)-5-(2-methyl-1,2,3,6-tetrahydropyridin-4-yl)isoindolin-1-one FC1=CC=C(C=C1)C1=C(C=C2CNC(C2=C1)=O)C=1CC(NCC1)C